C(C1=CC=CC=C1)C1=NC(=NC=C1)Cl 4-benzyl-2-chloropyrimidine